OC1(CC(C1)N1C(OC2=C1C(=CC(=C2)B2OC(C(O2)(C)C)(C)C)C(F)(F)F)=O)C 3-[(cis)-3-hydroxy-3-methylcyclobutyl]-6-(4,4,5,5-tetramethyl-1,3,2-dioxaborolan-2-yl)-4-(trifluoromethyl)-1,3-benzoxazol-2(3H)-one